2-((3-cyclopropoxy-1-(methyl-d3)-1H-pyrazol-4-yl)amino)-7-((3R,4R)-4-methyltetrahydrofuran-3-yl)-7H-pyrrolo[2,3-d]pyrimidine-6-carbonitrile C1(CC1)OC1=NN(C=C1NC=1N=CC2=C(N1)N(C(=C2)C#N)[C@H]2COC[C@@H]2C)C([2H])([2H])[2H]